ClC=1C(N(N=CC1N1CC(C1)(C)O)CC1=NC(=NO1)CCC1=CC=C(C=C1)Cl)=O 4-chloro-2-({3-[2-(4-chlorophenyl)ethyl]-1,2,4-oxadiazol-5-yl}methyl)-5-(3-hydroxy-3-methylazetidin-1-yl)-2,3-dihydropyridazin-3-one